5-benzyl-N-(4-(5-(2-cyclopropylethoxy)-2-methylphenyl)pyridin-2-yl)-4H-1,2,4-triazole-3-carboxamide C(C1=CC=CC=C1)C=1NC(=NN1)C(=O)NC1=NC=CC(=C1)C1=C(C=CC(=C1)OCCC1CC1)C